3-methoxy-2,2-dimethylpropan-1-one COCC(C=O)(C)C